ClC1=CC(=C(C=C1)N1C[C@H]([C@](CC1)(C#N)C=1C=CC(=NC1C(=O)OCC)C=1C(=NC=CC1)OCC)CC)C(F)(F)F |r| rac-ethyl 5-((3S,4S)-1-(4-chloro-2-(trifluoromethyl)phenyl)-4-cyano-3-ethylpiperidin-4-yl)-2'-ethoxy-[2,3'-bipyridine]-6-carboxylate